2-chloro-8-(1-(piperazin-1-ylsulfonyl)ethyl)-10H-phenoxazine ClC1=CC=2NC3=CC(=CC=C3OC2C=C1)C(C)S(=O)(=O)N1CCNCC1